FC(C=1C=CC=2N(N1)C(=CN2)C2=CC(=NC=N2)N2CCN(C1(CN(C1)S(=O)(=O)N)C2)C)F 8-(6-(6-(difluoromethyl)imidazo[1,2-b]pyridazin-3-yl)pyrimidin-4-yl)-5-methyl-2,5,8-triazaspiro[3.5]nonane-2-sulfonamide